6-bromo-4-hydroxy-8-methyl-7H,8H-pyrido[2,3-d]pyrimidin-7-one BrC1=CC2=C(N=CN=C2O)N(C1=O)C